C1N(CC2=C1CN(C2)C(=O)OC(C)(C)C)C(=O)OC(C)(C)C di-tert-butyl 4,6-dihydropyrrolo[3,4-c]pyrrole-2,5(1H,3H)-dicarboxylate